N-((3S,4R)-4-(3-chlorophenyl)-1-methylpyrrolidin-3-yl)-3-(2-methylpyridin-4-yl)-1H-pyrazolo[3,4-b]pyridine-5-amide ClC=1C=C(C=CC1)[C@H]1[C@@H](CN(C1)C)NC(=O)C=1C=C2C(=NC1)NN=C2C2=CC(=NC=C2)C